N-(3-(5-((dimethylamino)methyl)thiazol-2-yl)benzyl)-2-ethoxy-5-isobutyrylaminobenzamide CN(C)CC1=CN=C(S1)C=1C=C(CNC(C2=C(C=CC(=C2)NC(C(C)C)=O)OCC)=O)C=CC1